[N+](=O)([O-])C1=CC=C(C=C1)OC(=O)N1CC2=CC=CC=C2CC1 3,4-dihydroisoquinoline-2(1H)-carboxylic acid 4-nitrophenyl ester